1-methyl-4-(prop-1-en-2-yl)benzene CC1=CC=C(C=C1)C(=C)C